C(C)SC1=NN=C(S1)N1SC2=C(C1=O)C=CC=C2 2-(5-(ethylsulfanyl)-1,3,4-thiadiazol-2-yl)benzo[d]isothiazol-3(2H)-one